[N+](=O)(OCCCCCCC1=CC(=C2[C@H]3[C@H](C(OC2=C1)(C)C)CC=C(C3)C)O)[O-] 6-[(6Ar,10aR)-1-hydroxy-6,6,9-trimethyl-6a,7,10,10a-tetrahydrobenzo[c]chromen-3-yl]hexyl nitrate